ClC1=C(C=CC(=C1)F)N(C(CNC1=NC(=CC(=C1C#N)C(F)(F)F)C(F)(F)F)=O)C N-(2-chloro-4-fluorophenyl)-2-((3-cyano-4,6-bis(trifluoromethyl)pyridin-2-yl)-amino)-N-methylacetamide